OCC1=CC=C(C=C1)NC([C@H](C)NC(OCC1C2=CC=CC=C2C=2C=CC=CC12)=O)=O (9H-fluoren-9-yl)methyl (S)-(1-((4-(hydroxymethyl)phenyl)amino)-1-oxopropan-2-yl)carbamate